O[C@@H](C(C1=CC(=C(C(=C1)F)F)F)=NNC(=O)OC)C |r| (rac)-Methyl 2-[2-hydroxy-1-(3,4,5-trifluorophenyl)propylidene]hydrazinecarboxylate